2-(10-oxo-6,7,8,10-tetrahydro-5H-pyrido[1,2-a]thiazolo[5,4-d]pyrimidin-2-yl)benzonitrile O=C1C2=C(N=C3N1CCCC3)SC(=N2)C2=C(C#N)C=CC=C2